ClC=1C(=NC(=NC1)NC1CCOCC1)C1=CC=C2CN(C(C2=C1)=O)CC(=O)NCC1=C(C(=O)NC2CC2)C=CC=C1 [2-(6-{5-chloro-2-[(oxan-4-yl)amino]pyrimidin-4-yl}-1-oxo-2,3-dihydro-1H-isoindol-2-yl)acetamido]methyl-1-N-cyclopropylbenzamide